N[C@@H](C(=O)OC)CNC(C1=CC(=C(C=C1)F)CC)=O (R)-methyl 2-amino-3-(3-ethyl-4-fluorobenzamido)propanoate